4-methyl-isobenzofuran-1(3H)-one CC1=C2COC(C2=CC=C1)=O